4-(3-(imidazo[1,2-a]pyridin-3-yl)piperidin-1-yl)-2-isopropyl-7H-pyrrolo[2,3-d]pyrimidine N=1C=C(N2C1C=CC=C2)C2CN(CCC2)C=2C1=C(N=C(N2)C(C)C)NC=C1